methyl 5-bromo-2,3-dihydro-1H-indene-1-carboxylate BrC=1C=C2CCC(C2=CC1)C(=O)OC